(R)-3-(4-amino-3-(4-phenoxyphenyl)-1H-pyrazolo[3,4-d]pyrimidin-1-yl)-[1,4'-bipiperidin] NC1=C2C(=NC=N1)N(N=C2C2=CC=C(C=C2)OC2=CC=CC=C2)[C@H]2CN(CCC2)C2CCNCC2